N1=CC=C(C=C1)N1CC2(CC1)CNCC2 2-(pyridin-4-yl)-2,7-diazaspiro[4.4]nonane